COCC1=C(N=CC=2N(C3=CC=CC(=C3C21)OCC2=CC=NC=C2)C(=O)OC(C)(C)C)C(=O)OCC 9-(tert-butyl) 3-ethyl 4-(methoxymethyl)-5-(pyridin-4-ylmethoxy)-9H-pyrido[3,4-b]indole-3,9-dicarboxylate